6,7-difluoro-5-iodo-1,2-dimethyl-1H-benzo[d]imidazole FC=1C(=CC2=C(N(C(=N2)C)C)C1F)I